5-bromo-1-(2-trimethylsilylethoxymethyl)indazole-7-carbaldehyde BrC=1C=C2C=NN(C2=C(C1)C=O)COCC[Si](C)(C)C